The molecule is a branched amino pentasaccharide consisting of the trisaccharide beta-D-galactosyl-(1->4)-N-acetyl-beta-D-glucosaminyl-(1->3)-beta-D-galctose where the galactosyl residue at the non-reducing end has alpha-L-fucosyl and N-acetyl-alpha-D-galactosaminyl residues attached at the 2- and 3-positions respectively. It is an amino pentasaccharide, a galactosamine oligosaccharide and a glucosamine oligosaccharide. C[C@H]1[C@H]([C@H]([C@@H]([C@@H](O1)O[C@@H]2[C@H]([C@H]([C@H](O[C@H]2O[C@@H]3[C@H](O[C@H]([C@@H]([C@H]3O)NC(=O)C)O[C@H]4[C@H]([C@H](O[C@H]([C@@H]4O)O)CO)O)CO)CO)O)O[C@@H]5[C@@H]([C@H]([C@H]([C@H](O5)CO)O)O)NC(=O)C)O)O)O